C(C)(=O)N[C@H](C(=O)N[C@@H](C(=O)OC(C)C)CCC(C=[N+]=[N-])=O)CC1=CNC2=CC=CC=C12 isopropyl (R)-2-((S)-2-acetamido-3-(1H-indol-3-yl)propanamido)-6-diazo-5-oxohexanoate